tert-butyl 4-[[4-(2,6-dibenzyloxy-3-pyridinyl) phenyl] methyl]-4-fluoropiperidine-1-carboxylate C(C1=CC=CC=C1)OC1=NC(=CC=C1C1=CC=C(C=C1)CC1(CCN(CC1)C(=O)OC(C)(C)C)F)OCC1=CC=CC=C1